NC([C@H](C[C@H]1C(NCC1)=O)NC(C(=CC1CCCCC1)NC(COC1=CC=C(C=C1)OC(F)(F)F)=O)=O)=O (S)-N-((S)-1-amino-1-oxo-3-((S)-2-oxopyrrolidin-3-yl)propan-2-yl)-3-cyclohexyl-2-(2-(4-(trifluoromethoxy)phenoxy)acetamido)propenamide